CO[C@H]1CN(CCC1)C=O (R)-3-methoxypiperidin-1-yl-methanon